1-(1H-benzo[d]imidazol-5-yl)-5-(3-fluoro-4-propoxyphenyl)imidazolidin-2-one N1C=NC2=C1C=CC(=C2)N2C(NCC2C2=CC(=C(C=C2)OCCC)F)=O